ClC1=C(N=C(N=N1)NC=1C=NN(C1)C)OC=1C=C(C=CC1)NC(C=C)=O N-(3-((6-chloro-3-((1-methyl-1H-pyrazol-4-yl)amino)-1,2,4-triazin-5-yl)oxy)phenyl)acrylamide